(S)-2-fluoro-1-phenylethyl (4-(4-aminophenyl)-1-methyl-1H-1,2,3-triazol-5-yl)carbamate NC1=CC=C(C=C1)C=1N=NN(C1NC(O[C@H](CF)C1=CC=CC=C1)=O)C